OC=1C=CC=C2C=CC(=CC12)C(=O)O 8-hydroxy-2-naphthalenecarboxylic acid